4-((2,6-dimethylhept-4,5-dien-2-yl)oxy)-3-ethoxybenzaldehyde CC(C)(CC=C=C(C)C)OC1=C(C=C(C=O)C=C1)OCC